4-(4-methoxyphenyl)-1-methyl-pyrrolidin-2-one COC1=CC=C(C=C1)C1CC(N(C1)C)=O